benzyl N-(4,6-difluoro-2,3-dihydrobenzofuran-3-yl)carbamate FC1=CC(=CC2=C1C(CO2)NC(OCC2=CC=CC=C2)=O)F